FC1(CCN(CC12CCCC2)C(=O)OC(C)(C)C)COS(=O)(=O)C2=CC=C(C)C=C2 tert-Butyl 10-fluoro-10-((tosyloxy)methyl)-7-azaspiro[4.5]decane-7-carboxylate